1,1-dimethylsilacyclohexan-4-amine C[Si]1(CCC(CC1)N)C